N-(4-amino-2-hydroxybicyclo[2.2.2]octan-1-yl)-2-(4-chloro-3-fluorophenoxy)acetamide hydrochloride Cl.NC12CC(C(CC1)(CC2)NC(COC2=CC(=C(C=C2)Cl)F)=O)O